2-(6-bromo-4-fluoro-indazol-2-yl)-3-oxo-3-pyrrolidin-2-yl-propionic acid ethyl ester hydrochloride Cl.C(C)OC(C(C(C1NCCC1)=O)N1N=C2C=C(C=C(C2=C1)F)Br)=O